(RS)-1-{9-[2-(piperidin-1-yl)ethyl]-8,9-dihydro-7H-thiazolo[4',5':3,4]benz[1,2-b][1,4]oxazin-2-yl}-5-(prop-1-yn-1-yl)imidazolidin-2-one N1(CCCCC1)CCN1C=2C(OCC1)=CC=C1C2N=C(S1)N1C(NC[C@H]1C#CC)=O |r|